1-iodo-N-methyl-3-(tetrahydro-2H-pyran-4-yl)-5,6-dihydroimidazo[1,5-a]pyrazine-7(8H)-carboxamide IC=1N=C(N2C1CN(CC2)C(=O)NC)C2CCOCC2